C1=CC(=CC=C1NCC(=O)O)O N-(p-hydroxyphenyl)glycine